BrC1=NC=C(C(=C1NC(OC(C)(C)C)=O)OC)C tert-butyl (2-bromo-4-methoxy-5-methylpyridin-3-yl)carbamate